FC1=C(C[C@@H]2N=C(OC2)[C@H]([C@H](CC)C)NC(C2=C(C=CC=C2F)F)=O)C(=CC=C1)F N-((1S,2S)-1-((S)-4-(2,6-difluorobenzyl)-4,5-dihydrooxazol-2-yl)-2-methylbutyl)-2,6-difluorobenzamide